2-(2-(pyridin-3-yl)vinyl)oxazole N1=CC(=CC=C1)C=CC=1OC=CN1